methyl 3-(9-((4-(aminomethyl)-2-methylphenyl)carbamoyl)-4,5-dihydrobenzo[b]thieno[2,3-d]oxepin-8-yl)-6-((1-methylcycloheptyl)carbamoyl)picolinate NCC1=CC(=C(C=C1)NC(=O)C1=CC2=C(OCCC3=C2SC=C3)C=C1C=1C(=NC(=CC1)C(NC1(CCCCCC1)C)=O)C(=O)OC)C